FC=1C=C2N=CC=3N(C(N4C[C@@H](OC(=C2C34)C1C=1C=NC(=CC1)OCCCN1CCCCC1)CN1CCCCC1)=O)C (S)-6-fluoro-2-methyl-7-(6-(3-(piperidin-1-yl)propoxy)pyridine-3-yl)-9-(piperidin-1-ylmethyl)-9,10-dihydro-8-oxa-2,4,10a-triazanaphtho[2,1,8-cde]azulene-1(2H)-one